Benzyl-N,N-dimethyldithiocarbamate C(C1=CC=CC=C1)SC(N(C)C)=S